ClC1=NO[C@H](C1)C1=CC(=C(C=C1)C)OC1=CC(=CC=C1)C(F)(F)F (R)-3-chloro-5-(4-methyl-3-(3-(trifluoromethyl)phenoxy)phenyl)-4,5-dihydroisoxazole